NCCOCCOCCC(=O)N1C=C([C@H]2[C@H](O)[C@H](O)[C@@H](CO)O2)C(NC1=O)=O 1-{3-[2-(2-Aminoethoxy)-ethoxy]-propionyl}pseudouridine